C(C1=CC=CO1)OOC(C)C isopropoxy furfuryl ether